N-(2,4-dimethoxy-6-(4-methoxystyryl)benzyl)-N-phenylthiophene-2-carboxamide COC1=C(CN(C(=O)C=2SC=CC2)C2=CC=CC=C2)C(=CC(=C1)OC)C=CC1=CC=C(C=C1)OC